5H-pyrrolo[1,2-a]quinoxalin-4-one C1=CC=C2N1C1=CC=CC=C1NC2=O